CC1=C(C=CC(=C1)C1=CC(=C(C=C1)O)C)O 2,2'-dimethyl-4,4'-biphenol